1-amino-3-[[7-[4-(dimethylamino)phenyl]-1,6-naphthyridin-5-yl]amino]-2-propanol NCC(CNC1=C2C=CC=NC2=CC(=N1)C1=CC=C(C=C1)N(C)C)O